(Z)-N-(bis(2,6-diethoxyphenyl)phosphino)-2,7-bis(3,5-bis(trifluoromethyl)phenyl)-9H-carbazole-9-carboxamide C(C)OC1=C(C(=CC=C1)OCC)P(NC(=O)N1C2=CC(=CC=C2C=2C=CC(=CC12)C1=CC(=CC(=C1)C(F)(F)F)C(F)(F)F)C1=CC(=CC(=C1)C(F)(F)F)C(F)(F)F)C1=C(C=CC=C1OCC)OCC